9-Chloro-7-(2-fluoro-6-methylphenyl)-5H-pyrimido[5,4-d][2]benzazepin ClC1=CC2=C(C3=C(CN=C2C2=C(C=CC=C2C)F)C=NC=N3)C=C1